CC1=CC2=CC3=CC=C(C=C3C=C2C=C1)C 2,6-dimethyl-anthracene